6-oxo-2,7-diazaspiro[3.4]octane-2-carboxylic acid tert-butyl ester C(C)(C)(C)OC(=O)N1CC2(C1)CC(NC2)=O